1-((2-Methoxynaphthalen-1-yl)methyl)indole-2,3-dione COC1=C(C2=CC=CC=C2C=C1)CN1C(C(C2=CC=CC=C12)=O)=O